1-(3-(4-chlorophenyl)propyl)-4-(6-((1-(4-(difluoromethyl)phenyl)-4-methyl-1H-1,2,3-triazol-5-yl)methoxy)pyridazin-3-yl)piperazin-2-one ClC1=CC=C(C=C1)CCCN1C(CN(CC1)C=1N=NC(=CC1)OCC1=C(N=NN1C1=CC=C(C=C1)C(F)F)C)=O